C1(=CC=CC=C1)C=1SC2=C(N1)C=CC=C2 2-phenylbenzothiazol